6-chloro-4-(phenylamino)quinolin-3-yl chloride ClC=1C=C2C(=C(C=NC2=CC1)Cl)NC1=CC=CC=C1